BrCC=1C=C(O[C@@H](C(=O)OC)CC)C=CC1 (R)-Methyl 2-(3-(bromomethyl)phenoxy)butanoate